1-(6-(4-isopropyl-4H-1,2,4-triazol-3-yl)pyridin-2-yl)-3-(3-methyl-1H-pyrazol-5-yl)urea C(C)(C)N1C(=NN=C1)C1=CC=CC(=N1)NC(=O)NC1=CC(=NN1)C